N1=C(C=NC=C1)CNC(=O)C=1N=NN(C1)CCCCN1N=NC(=C1)C(NCC1=CC(=CC=C1)OC(F)(F)F)=O N-(pyrazin-2-ylmethyl)-1-{4-[4-({[3-(trifluoromethoxy)phenyl]methyl}carbamoyl)-1H-1,2,3-triazol-1-yl]butyl}-1H-1,2,3-triazole-4-carboxamide